1-(4-Amino-2-butyl-7-iodo-6-methyl-imidazo[4,5-c]pyridin-1-yl)-2-methyl-propan-2-ol NC1=NC(=C(C2=C1N=C(N2CC(C)(O)C)CCCC)I)C